OC1=CC=C(C=C1)C(C)(C)C1(CC=C(C=C1)C(C)(C1=CC=C(C=C1)O)C)C1C(C(C2=CC=CC=C2C1=O)=O)=[N+]=[N-] 1,4-bis[1-(4-hydroxyphenyl)-1-methylethyl]phenyl-diazonaphthoquinone